(3S)-oxolan O1CCCC1